[2-chloro-5-(trifluoromethyl)pyrimidin-4-yl]-1-(2-trimethylsilyl-ethoxymethyl)indole-6-carbonitrile ClC1=NC=C(C(=N1)C=1N(C2=CC(=CC=C2C1)C#N)COCC[Si](C)(C)C)C(F)(F)F